C(=O)[C@H]1CNC[C@@H](O1)C (2R,6S)-2-formyl-6-methylmorpholine